2-acetamido-N-(5-cyanothiophen-2-yl)benzamide tert-Butyl-4-(3-(3-amino-6-methylthieno[2,3-b]pyridine-2-carboxamido)-5-fluorochroman-7-yl-4,4-d2)piperazine-1-carboxylate C(C)(C)(C)OC(=O)N1CCN(CC1)C1=CC(=C2C(C(COC2=C1)NC(=O)C1=C(C=2C(=NC(=CC2)C)S1)N)([2H])[2H])F.C(C)(=O)NC1=C(C(=O)NC=2SC(=CC2)C#N)C=CC=C1